FC(C=1C=C2CNCC2=CC1F)F 5-(difluoromethyl)-6-fluoroisoindoline